acetylenediCarboxylic acid C(#CC(=O)O)C(=O)O